NC1=C(C=C(C=N1)C1=CC=C(C[C@@H]2CN(C(O2)=O)CC2COC2)C=C1)C1=C(C=C(C=C1)N)F (R)-5-(4-(6-amino-5-(4-amino-2-fluorophenyl)pyridin-3-yl)benzyl)-3-(oxetan-3-ylmethyl)oxazolidin-2-one